3-(methylamino)-propanol CNCCCO